C(C)(C)(C)OC(NC1=C(SC(=C1C)Br)C)=O (5-bromo-2,4-dimethylthiophen-3-yl)carbamic acid tert-butyl ester